C(CCCCCCC\C=C/CCCCCC)(=O)[O-] palmitoleate